BrC=1C=C(C=C(C1)I)C(CCCCC(=O)O)=O 6-(3-bromo-5-iodophenyl)-6-oxohexanoic acid